(R)-4-amino-7-fluoro-N-(isothiazol-4-yl)-1-methyl-N-(5-(trifluoromethyl)-2,3-dihydro-1H-inden-1-yl)-1H-pyrazolo[4,3-c]quinolin-8-carboxamide NC1=NC=2C=C(C(=CC2C2=C1C=NN2C)C(=O)N([C@@H]2CCC1=CC(=CC=C21)C(F)(F)F)C=2C=NSC2)F